1,3-bis(4-amino-alpha,4-dimethylbenzyl)benzene NC1(CC=C(C(C)C2=CC(=CC=C2)C(C2=CCC(C=C2)(N)C)C)C=C1)C